C1(NCC2=CC=CC=C12)=O 2,3-dihydro-1H-isoindol-1-on